hafnium allyloxide C(C=C)OCC=C.[Hf]